COC1(CC(C1)C=1N=NN(C1)[C@H](C(=O)N1[C@@H](C[C@H](C1)O)C(=O)NC)C(C)(C)C)OC (2S,4r)-1-[(2S)-2-[4-(3,3-dimethoxycyclobutyl)triazol-1-yl]-3,3-dimethyl-butyryl]-4-hydroxy-N-methyl-pyrrolidine-2-carboxamide